[Br].[Fe].C(#N)C=1C(=CC(=C(C1)N1C(C=CC2=CC(=CC=C12)S(=O)(=O)NC1=NOC=C1)=O)OC)[C@@H]1[C@H](C1)C(F)(F)F (P)-1-(5-CYANO-2-METHOXY-4-((1S,2S)-2-(TRIFLUOROMETHYL)CYCLOPROPYL)PHENYL)-N-(ISOXAZOL-3-YL)-2-OXO-1,2-DIHYDROQUINOLINE-6-SULFONAMIDE iron Bromine